C(#N)CC1(CCN(CC1)CC1=CC(=CC=C1)SC(F)(F)F)N1N=C(C(=C1)C(=O)N)NC(=O)C1CC1 1-[4-(cyanomethyl)-1-[[3-(trifluoromethylsulfanyl)phenyl]methyl]-4-piperidyl]-3-(cyclopropanecarbonylamino)pyrazole-4-carboxamide